The molecule is a amino pentasaccharide consisting of beta-D-galactose at the reducing end having a beta-D-glucosyl residue at the 4-position and an N-acetyl-alpha-neuraminyl-(2->3)-beta-D-galactosyl-(1->3)-N-acetyl-beta-D-glucosaminyl moiety at the 3-position. It is an amino pentasaccharide and a glucosamine oligosaccharide. CC(=O)N[C@@H]1[C@H](C[C@@](O[C@H]1[C@@H]([C@@H](CO)O)O)(C(=O)O)O[C@H]2[C@H]([C@H](O[C@H]([C@@H]2O)O[C@@H]3[C@H]([C@@H](O[C@@H]([C@H]3O)CO)O[C@@H]4[C@H]([C@@H](O[C@@H]([C@@H]4O[C@H]5[C@@H]([C@H]([C@@H]([C@H](O5)CO)O)O)O)CO)O)O)NC(=O)C)CO)O)O